COC1=C(C=CC=C1)C1(OC(OC1)=O)C=C 4-(2-methoxyphenyl)-4-vinyl-1,3-dioxolane-2-one